C(CCCCCCCCC#CC#CCCCCC)(=O)O 10,12-octadecadiynoic acid